7-(cyclopropylmethoxy)-2-(1-methyl-2-oxabicyclo[2.1.1]Hex-4-yl)imidazo[1,2-a]Pyrimidine-6-carboxylic acid methyl ester COC(=O)C=1C(=NC=2N(C1)C=C(N2)C21COC(C2)(C1)C)OCC1CC1